3-[[4-[(2R)-2-(tert-Butoxycarbonylamino)-4,4-dimethyl-pentoxy]-6-(2,6-dimethylphenyl)-5-(trifluoromethyl)-2-pyridyl]sulfamoyl]benzoic acid C(C)(C)(C)OC(=O)N[C@@H](COC1=CC(=NC(=C1C(F)(F)F)C1=C(C=CC=C1C)C)NS(=O)(=O)C=1C=C(C(=O)O)C=CC1)CC(C)(C)C